[As]([O-])([O-])([O-])=O.[Ga+3].[In+3].[As]([O-])([O-])([O-])=O indium-gallium arsenate